FC(S(=O)(=O)OC=1CCCOC1C(=O)OC)(F)F methyl 5-(((trifluoromethyl)sulfonyl)oxy)-3,4-dihydro-2H-pyran-6-carboxylate